iron-manganese-nickel-sodium [Na].[Ni].[Mn].[Fe]